(S)-2-(2-(o-tolyl)pyrrolidin-1-yl)-7-azaspiro[3.5]nonane-7-carboxylic acid tert-butyl ester C(C)(C)(C)OC(=O)N1CCC2(CC(C2)N2[C@@H](CCC2)C2=C(C=CC=C2)C)CC1